1-O-(α-glucosyl)-D-mannitol [C@H]1([C@H](O)[C@@H](O)[C@H](O)[C@H](O1)CO)OC[C@@H](O)[C@@H](O)[C@H](O)[C@H](O)CO